(6-cyano-2,4-dimethyl-5-oxo-thiazolo[5,4-b]pyridin-7-yl) triflate O(S(=O)(=O)C(F)(F)F)C=1C2=C(N(C(C1C#N)=O)C)SC(=N2)C